BrC=1C=C2[C@@H](CCNC2=CC1)C |o1:4| rel-(R)-6-bromo-4-methyl-1,2,3,4-tetrahydroquinoline